6-[(2R)-4-[4-chloro-2-(difluoromethyl)benzoyl]-2-ethylpiperazin-1-yl]-N-[2-(dimethylamino)ethyl]-3-(2-ethoxypyridin-3-yl)-2-fluorobenzamide ClC1=CC(=C(C(=O)N2C[C@H](N(CC2)C2=CC=C(C(=C2C(=O)NCCN(C)C)F)C=2C(=NC=CC2)OCC)CC)C=C1)C(F)F